Thymol C1=C(C)C=CC(C(C)C)=C1O